2-[(2-quinolinylcarbonyl)amino]-butanediamide N1=C(C=CC2=CC=CC=C12)C(=O)NC(C(=O)N)CC(=O)N